tert-butyl 2-((3-fluoro-5-(1,2,4,5-tetrazin-3-yl)benzyl)(2-fluoroethyl)amino)acetate FC=1C=C(CN(CC(=O)OC(C)(C)C)CCF)C=C(C1)C=1N=NC=NN1